FC=1C=C(C=C(C1)F)[C@@H]1C2=C(N(N1C)C(=O)C1=NN(C(=C1)C(F)(F)F)CC)[C@@H]1CCC[C@H](C2)N1 |&1:8| racemic-((5R,9S)-3-(3,5-Difluorophenyl)-2-methyl-4,5,6,7,8,9-hexahydro-2H-5,9-epiminocycloocta[c]pyrazol-1-yl)(1-ethyl-5-(trifluoromethyl)-1H-pyrazol-3-yl)methanone